N-[4-[8-amino-3-(trideuteriomethyl)-5-(trifluoromethyl)imidazo[1,5-a]pyrazin-1-yl]-3-methyl-phenyl]-2-[3-fluoro-5-(trifluoromethyl)phenyl]-2-hydroxy-acetamide NC=1C=2N(C(=CN1)C(F)(F)F)C(=NC2C2=C(C=C(C=C2)NC(C(O)C2=CC(=CC(=C2)C(F)(F)F)F)=O)C)C([2H])([2H])[2H]